N,N-dimethyl-methylammonium C[NH+](C)C